CC=1N=C(NC1)C(C)NC(C1=CC=C(C=C1)C1=NC2=CC=C3C(=C2C=2CCCCC12)C=NN3)=O N-(1-(4-methyl-1H-imidazol-2-yl)ethyl)-4-(8,9,10,11-tetrahydro-3H-pyrazolo[4,3-a]phenanthridin-7-yl)benzamide